C(C)(C)(C)OC(=O)NNCC1=CC=C(C=2C=CC=NC12)C(=O)OC methyl 8-((2-(tert-butoxycarbonyl)hydrazineyl)methyl)quinoline-5-carboxylate